((7-(5-(7'-chloro-2'-oxospiro[cyclopropan-1,3'-indoline]-1'-yl)-1-methyl-1H-pyrazol-4-yl)-4-oxo-3,4-dihydro-phthalazin-1-yl)methyl)carbamic acid tert-butyl ester C(C)(C)(C)OC(NCC1=NNC(C2=CC=C(C=C12)C=1C=NN(C1N1C(C2(C3=CC=CC(=C13)Cl)CC2)=O)C)=O)=O